methyl (E)-4-[2-[3-[4-[4-(cyclopropylmethyl)piperazin-1-yl]-2-[[(1R)-1-(3,4-dimethoxyphenyl) ethyl]carbamoyl]phenyl] propanoyl]hydrazino]-4-oxo-but-2-enoate C1(CC1)CN1CCN(CC1)C1=CC(=C(C=C1)CCC(=O)NNC(/C=C/C(=O)OC)=O)C(N[C@H](C)C1=CC(=C(C=C1)OC)OC)=O